COC1=CC(=CC(=C1)C(C)(/C(=C/CCCC)/C(F)(F)F)C)OC Z-1,3-dimethoxy-5-(2-methyl-3-(trifluoromethyl)oct-3-en-2-yl)benzene